6-Methylbenzo[d][1,3]dioxin-5-amine CC1=C(C2=C(OCOC2)C=C1)N